FC=1C=C(C=CC1)C1=NN(C(=C1O)C)C 3-(3-fluorophenyl)-1,5-dimethyl-pyrazol-4-ol